ammonia nitrogen cadmium [Cd].[N].N